sodium tert-Butanol C(C)(C)(C)O.[Na]